C1(CCC(CC1)C(C)C)(C)OCC(C)O 1-(1-menthoxy)propane-2-ol